BrC1=NN2C(C(NC[C@@H]2C)C)=C1 (7S)-2-bromo-4,7-dimethyl-4,5,6,7-tetrahydropyrazolo[1,5-a]pyrazine